BrC1=CC(=CC=2C3C(N(C12)C(C)C)C=CC3)C(=O)NC3=CC=C(C=C3)OC(F)(F)Cl 5-bromo-N-(4-(chlorodifluoromethoxy)phenyl)-4-isopropyl-1,3a,4,8b-tetrahydrocyclopenta[b]indole-7-carboxamide